ClC=1C=NN(C1C1=NN2C(N(C(CC2)=O)CC2=CC(=C(C(=C2)OC)C=2N(C=C(N2)C(F)(F)F)CC)F)=C1)C(C)C 2-(4-chloro-1-isopropyl-1H-pyrazol-5-yl)-4-(4-(1-ethyl-4-(trifluoromethyl)-1H-imidazol-2-yl)-3-fluoro-5-methoxybenzyl)-6,7-dihydropyrazolo[1,5-a]pyrimidin-5(4H)-one